4-(4'-(N,N-dimethyl-sulfamoyl)-[1,1'-biphenyl]-4-yl)-1H-1,2,3-triazole-5-carboxylic acid CN(S(=O)(=O)C1=CC=C(C=C1)C1=CC=C(C=C1)C=1N=NNC1C(=O)O)C